S(=O)(=O)(O)O.C(C(=C)C)(=O)OCCN(C)C N,N-dimethylaminoethyl methacrylate sulfate